2,4-diaminoanisole sulfide NC12C(C=CC(=C1)N)(OC)S2